N-[4-(4-fluoro-1H-pyrazol-1-yl)-3-sulfamoylphenyl]-2-[2-(trifluoromethoxy)phenyl]acetamide FC=1C=NN(C1)C1=C(C=C(C=C1)NC(CC1=C(C=CC=C1)OC(F)(F)F)=O)S(N)(=O)=O